C1(=C(C(=C(C(=C1[2H])[2H])[2H])[2H])[2H])C1=C(C(=CC=C1)C1=C(C(=C(C(=C1[2H])[2H])[2H])[2H])[2H])[N+]1=CN(C2=C1C=CC=C2)C2=CC(=CC=C2)OC2=CC(=CC=C2)N(C2=NC=CC(=C2)C(C)(C)C)C2=C(C=CC=C2C2=CC=CC=C2)C2=CC=CC=C2 3-([1,1':3',1''-Terphenyl]-2'-yl-2,2'',3,3'',4,4'',5,5'',6,6''-d10)-1-(3-(3-([1,1':3',1''-terphenyl]-2'-yl(4-(tert-butyl)pyridin-2-yl)amino)phenoxy)phenyl)-1H-benzo[d]imidazol-3-ium